2-(2-(2-methoxyethoxy)-4-(trifluoromethyl)phenyl)-4,4,5,5-tetramethyl-1,3,2-dioxaborolane COCCOC1=C(C=CC(=C1)C(F)(F)F)B1OC(C(O1)(C)C)(C)C